COC1=C(C=CC=C1)[C@@H](C)OC=1C(=NC=C(C1)B1OC(C(O1)(C)C)(C)C)N 3-[(1R)-1-(2-methoxyphenyl)ethoxy]-5-(4,4,5,5-tetramethyl-1,3,2-dioxaborolan-2-yl)pyridin-2-amine